(3R,4R)-3-fluoro-N-[5-fluoro-7-(prop-1-en-2-yl)pyrrolo[2,1-f][1,2,4]triazin-2-yl]-1-methanesulfonylpiperidin-4-amine F[C@@H]1CN(CC[C@H]1NC1=NN2C(C=N1)=C(C=C2C(=C)C)F)S(=O)(=O)C